CC=1C=C(C=CC1)CCNCC[C@]1(CCOC2(CCCC2)C1)C1=NC=CC=C1 [2-(3-methylphenyl)ethyl]({2-[(9R)-9-(pyridin-2-yl)-6-oxaspiro[4.5]decan-9-yl]ethyl})amine